FC(C1=CC=CC(=N1)OCC1CC2(C1)CCN(CC2)C(=O)OC(C)(C)C)(F)F tert-butyl 2-({[6-(trifluoromethyl)pyridin-2-yl]oxy}methyl)-7-azaspiro[3.5]nonane-7-carboxylate